4-Chloro-N-[6-(trifluoromethoxy)-1,3-benzothiazol-2-yl]nicotinamide-1-oxide ClC1=CC=[N+](C=C1C(=O)NC=1SC2=C(N1)C=CC(=C2)OC(F)(F)F)[O-]